FCOC1=CC=CC=C1 p-fluoromethoxybenzene